8-(4-(4-(7-((2-(2,6-dioxopiperidin-3-yl)-1-oxoisoindolin-5-yl)oxy)heptanoyl)piperazin-1-yl)piperidin-1-yl)-9-ethyl-6,6-dimethyl-11-oxo-6,11-dihydro-5H-benzo[b]carbazole-3-carbonitrile O=C1NC(CCC1N1C(C2=CC=C(C=C2C1)OCCCCCCC(=O)N1CCN(CC1)C1CCN(CC1)C=1C(=CC2=C(C(C=3NC4=CC(=CC=C4C3C2=O)C#N)(C)C)C1)CC)=O)=O